[N-](S(=O)(=O)C(F)(F)F)S(=O)(=O)C(F)(F)F.C(C=C)[N+](CCO)(CCO)CC=C diallyldi(beta-hydroxyethyl)ammonium bis(trifluoromethane)sulfonimide